N-(6-(3-(1,1-dioxido-4-oxo-1,2,5-thiadiazolidin-2-yl)-2-fluoro-4-hydroxyphenyl)pyridin-3-yl)cyclopropanesulfonamide O=S1(N(CC(N1)=O)C=1C(=C(C=CC1O)C1=CC=C(C=N1)NS(=O)(=O)C1CC1)F)=O